[Cl-].C(C=C)C1=NC=CN1C=C allyl-3-vinylimidazole chloride salt